CC([C@@H](C(=O)N1[C@@H](C[C@H](C1)O)C(=O)NCC1=CC=C(C=C1)C1=C(N=CS1)C)NC(=O)C1(CC1)CC#C)(C)C (2S,4R)-1-[(2S)-3,3-dimethyl-2-[[1-(prop-2-yn-1-yl)cyclopropyl]formamido]butanoyl]-4-hydroxy-N-[[4-(4-methyl-1,3-thiazol-5-yl)phenyl]methyl]pyrrolidine-2-carboxamide